ClC1=CC=2N(C=C1)C(=CN2)S(=O)(=O)NC=2C(=NC(=C(C2)F)CC#N)OC 7-chloro-N-[6-(cyanomethyl)-5-fluoro-2-methoxy-3-pyridyl]imidazo[1,2-a]pyridine-3-sulfonamide